FC(C1=NC(=NO1)C1=CC=2CN(CCC2S1)CC(=O)NC1=CC=C(C=C1)C(F)(F)F)(F)F 2-(2-(5-(trifluoromethyl)-1,2,4-oxadiazol-3-yl)-6,7-dihydrothieno[3,2-c]pyridin-5(4H)-yl)-N-(4-(trifluoromethyl)phenyl)acetamide